O1CCN(CC1)C(=O)C1=CC=C(C=C1)C1=CC(=C2C(=N1)C=CS2)NCCCN2CCCCC2 morpholino(4-(7-((3-(piperidin-1-yl)propyl)amino)thieno[3,2-b]pyridin-5-yl)phenyl)methanone